12-Isobutyl-8-isopentyl-4-oxa-8,12-diazadispiro[2.1.5.3]tridecan-13-on C(C(C)C)N1CC2(OC3(CC3)C1=O)CCN(CC2)CCC(C)C